S(N)(=O)N1N=C(C=C1)C(N)=S (sulfinamoyl)-1H-pyrazole-3-thiocarboxamide